(R)-2-((tert-butoxycarbonyl)amino)adipic acid C(C)(C)(C)OC(=O)N[C@@H](C(=O)O)CCCC(=O)O